FC1=CC(=C(C(=C1)C(C)C)CC(=O)N=NS(=O)(=O)C=1SC(=CN1)C(C)(C)O)C(C)C 2-(4-fluoro-2,6-diisopropylphenyl)-N-(5-(2-hydroxy-prop-2-yl)thiazole-2-sulfonylimino)acetylAmine